BrC=1C=CC(=C(C1)C=1N=CC=2N=CN=C(C2N1)NCC1=C(C=C(C=C1)OC)OC)C 6-(5-bromo-2-methylphenyl)-N-(2,4-dimethoxybenzyl)pyrimido[5,4-d]pyrimidin-4-amine